5-chloro-N-((1r,4r)-4-((5-chloro-3-hydroxy-2-oxo-3-phenylindolin-1-yl)methyl)cyclohexyl)-2-(difluoromethyl)nicotinamide ClC=1C=NC(=C(C(=O)NC2CCC(CC2)CN2C(C(C3=CC(=CC=C23)Cl)(C2=CC=CC=C2)O)=O)C1)C(F)F